2-[2-(cyclohexylamino)-2-oxoethoxy]-N-(4-methoxy-2-nitrophenyl)benzamide C1(CCCCC1)NC(COC1=C(C(=O)NC2=C(C=C(C=C2)OC)[N+](=O)[O-])C=CC=C1)=O